O[C@@H]1C[C@H](N(C1)C(=O)C(C(C)C)C1=CC(=NO1)N1CCC(CC1)OC(=O)N1CCCCC1)C(N[C@@H](C)C1=CC=C(C=C1)C1=C(N=CS1)C)=O [1-[5-[1-[(2S,4R)-4-hydroxy-2-[[(1S)-1-[4-(4-methylthiazol-5-yl)phenyl]ethyl]carbamoyl]pyrrolidine-1-carbonyl]-2-methyl-propyl]isoxazol-3-yl]-4-piperidyl]piperidine-1-carboxylate